ClC=1C=C2C(=CC(=NC2=CC1)C(F)(F)F)NC1CCC(CC1)NC(CCC1=CC(=C(C=C1)Cl)F)=O N-(4-{[6-chloro-2-(trifluoromethyl)quinolin-4-yl]amino}cyclohexyl)-3-(4-chloro-3-fluorophenyl)propanamide